1-(7-(8-chloronaphthalen-1-yl)-8-fluoro-2-((hexahydro-1H-pyrrolizin-7a-yl)methoxy)pyrido[4,3-d]pyrimidin-4-yl)-3-methylpiperidin-3-ol ClC=1C=CC=C2C=CC=C(C12)C1=C(C=2N=C(N=C(C2C=N1)N1CC(CCC1)(O)C)OCC12CCCN2CCC1)F